C(C)(=O)NS(=O)(=O)C=1C=C2C(=C(C=NC2=CC1)S(=O)(=O)N1CCOCC1)NC1=C(C(=O)O)C=CC=C1 2-[[6-(acetylsulfamoyl)-3-morpholinosulfonyl-4-quinolinyl]amino]benzoic acid